(2-methoxy-4-morpholinophenyl)-1-(4-methoxybenzyl)-1H-pyrazolo[3,4-d]pyrimidine-4,6-diamine COC1=C(C=CC(=C1)N1CCOCC1)C1=NN(C2=NC(=NC(=C21)N)N)CC2=CC=C(C=C2)OC